(S)-3-fluoro-7-((3-methylpiperidin-1-yl)methyl)-1-((2-(trimethylsilyl)ethoxy)methyl)-1H-pyrrolo[3,2-b]pyridine-5-carboxylic acid methyl ester COC(=O)C1=CC(=C2C(=N1)C(=CN2COCC[Si](C)(C)C)F)CN2C[C@H](CCC2)C